BrC=1C=NN2C1C=CC(=C2)C2=CC1=C(N(C=N1)COCC[Si](C)(C)C)C=C2 5-(3-bromopyrazolo[1,5-a]pyridin-6-yl)-1-((2-(trimethylsilyl)ethoxy)methyl)-1H-benzo[d]imidazole